P(=O)(OC)(OC)OC(C(C)=O)=[N+]=[N-] dimethyl 1-(1-diazo-2-oxopropyl) phosphate